C(C)(C)(C)OC(=O)N(CCCC[C@@H](C(=O)O)NC([C@H](C(C)C)O)=O)CC1=CC2=CC=CC=C2C=C1 (2S)-6-[tert-butoxycarbonyl-(2-naphthylmethyl)amino]-2-[[(2S)-2-hydroxy-3-methylbutanoyl]amino]hexanoic acid